FC(C(=O)OCC)(C(F)(F)F)F ethyl 2,2,3,3,3-pentafluoropropionate